Ethyl 2-(4-isopropylphenyl)oxazole-4-carboxylate C(C)(C)C1=CC=C(C=C1)C=1OC=C(N1)C(=O)OCC